FC1=CC=C(C=C1)C=1OC2=C(C=CC=C2C(C1C(=O)O)=O)C 2-(4-fluorophenyl)-8-methyl-4-oxo-4H-chromene-3-carboxylic acid